NC1=NC=CC(=C1Cl)C1=NNC2=NC(=CN=C21)N2CCC1(CCC[C@H]1N)CC2 (1R)-8-[3-(2-amino-3-chloropyridin-4-yl)-1H-pyrazolo[3,4-b]pyrazin-6-yl]-8-azaspiro[4.5]decan-1-amine